(2S,3S)-3-(4-methoxybenzyloxy)butane-1,2,4-triol COC1=CC=C(CO[C@H]([C@H](CO)O)CO)C=C1